C(C)(C)(C)OC(=O)N1[C@@H](C[C@H](C1)NC(=O)C=1OC(=CN1)C1=CC(=CC=C1)C1CC1)CN1N=NC=C1 (2S,4R)-2-((1H-1,2,3-triazol-1-yl)methyl)-4-(5-(3-cyclopropylphenyl)oxazole-2-carboxamido)pyrrolidine-1-carboxylic acid tert-butyl ester